7-(2-fluoro-6-methylphenyl)-N5,N5-bis(4-methoxybenzyl)quinazoline-2,5-diamine FC1=C(C(=CC=C1)C)C=1C=C(C=2C=NC(=NC2C1)N)N(CC1=CC=C(C=C1)OC)CC1=CC=C(C=C1)OC